C(C)(=O)C1=NN(C2=C(C=C(C=C12)C=1C=NC(=NC1)C#N)C)CC(=O)N1[C@@H]2C[C@@]2(C[C@H]1C(=O)NC1=NC(=CC=C1C)Br)C (1R,3S,5R)-2-(2-(3-acetyl-5-(2-cyanopyrimidin-5-yl)-7-methyl-1H-indazol-1-yl)acetyl)-N-(6-bromo-3-methylpyridin-2-yl)-5-methyl-2-azabicyclo[3.1.0]hexane-3-carboxamide